ClC1=CC=C(C(=N1)C(=O)O)N[C@H](C)C=1C=C(C=C2C(C=C(OC12)C=1NC2=CC=CC=C2C1)=O)C 6-Chloro-3-[[(1R)-1-[2-(1H-indol-2-yl)-6-methyl-4-oxo-chromen-8-yl]ethyl]amino]pyridine-2-carboxylic acid